3-(2-methyl-4-nitrophenyl)-2,5-dihydro-1H-pyrrole CC1=C(C=CC(=C1)[N+](=O)[O-])C=1CNCC1